C(N)(=O)[C@@H]1CN(CC1)CCN1C(=NC2=C3CC[C@@H](NC3=CC=C21)C)CCN2N=CC=C2 (7S)-3-{2-[(3S)-3-Carbamoylpyrrolidin-1-yl]ethyl}-7-methyl-2-[2-(1H-pyrazol-1-yl)ethyl]-3H,6H,7H,8H,9H-imidazo[4,5-f]chinolin